sodium dodecylphenoxybenzenedisulfonate C(CCCCCCCCCCC)C=1C(=C(C(=CC1)S(=O)(=O)[O-])S(=O)(=O)[O-])OC1=CC=CC=C1.[Na+].[Na+]